NC1=NC=CC(=C1)C=1C=C2C(=NC=NC2=CC1)C1=CC(=C(C=C1)N1[C@@H]2CN([C@H](C1)C2)C(C)=O)F 1-((1S,4S)-5-(4-(6-(2-aminopyridin-4-yl)quinazolin-4-yl)-2-fluorophenyl)-2,5-diazabicyclo[2.2.1]heptan-2-yl)ethan-1-one